6-chloro-8-(4-(difluoromethoxy)phenyl)-2-((2,2,2-trifluoroethyl)amino)pteridin-7(8H)-one ClC1=NC=2C=NC(=NC2N(C1=O)C1=CC=C(C=C1)OC(F)F)NCC(F)(F)F